(3S,4S)-1-(4-(1-((S)-2-(3-(4-fluorophenethyl)ureido)-3-(hexylamino)-3-oxopropyl)-1H-1,2,3-triazol-4-yl)benzoyl)-N3,N4-bis((1S,2R)-2-phenylcyclopropyl)pyrrolidine-3,4-dicarboxamide FC1=CC=C(CCNC(N[C@@H](CN2N=NC(=C2)C2=CC=C(C(=O)N3C[C@H]([C@@H](C3)C(=O)N[C@@H]3[C@H](C3)C3=CC=CC=C3)C(=O)N[C@@H]3[C@H](C3)C3=CC=CC=C3)C=C2)C(=O)NCCCCCC)=O)C=C1